C(C)[C@]1(CN(CCO1)CC=1C=NC(=CC1)NC1=NC=C(C(=N1)C=1C=C(C2=C(N(C(=N2)C)C(C)C)C1)F)F)CC=O (R)-2-(2-ethyl-4-((6-((5-fluoro-4-(4-fluoro-1-isopropyl-2-methyl-1H-benzo[d]imidazol-6-yl)pyrimidin-2-yl)amino)pyridin-3-yl)methyl)morpholin-2-yl)acetaldehyde